5-{4-[Butyl-(methyl)amino]-3-(trifluoromethyl)phenyl}-3,6-dihydro-2H-1,3,4-oxadiazin-2-one C(CCC)N(C1=C(C=C(C=C1)C1=NNC(OC1)=O)C(F)(F)F)C